Cl.ClC=1C=C(C=CC1)NC(=O)[C@H]1NC[C@@H](C1)F (2S,4R)-N-(3-chlorophenyl)-4-fluoropyrrolidine-2-carboxamide hydrochloride